4-(4,4,5,5-tetramethyl-1,3,2-dioxaborolan-2-yl)-1-(4,4,4-trifluorobutyl)-1H-pyrazole CC1(OB(OC1(C)C)C=1C=NN(C1)CCCC(F)(F)F)C